BrC=1SC(=CN1)OC1=C(C=C(C=C1)N1N=CN(C1=O)CC1=C(C=CC=C1F)F)F (4-((2-bromothiazol-5-yl)oxy)-3-fluorophenyl)-4-(2,6-difluorobenzyl)-2,4-dihydro-3H-1,2,4-triazol-3-one